O=S1(CC(C1)COC1=CC2=C(N(C=N2)C=2C=NC3=CC=CC(=C3N2)N2CCC(CC2)NC(OC(C)(C)C)=O)C=C1)=O tert-Butyl N-[1-[3-[5-[(1,1-dioxothietan-3-yl)methoxy]benzimidazol-1-yl]quinoxalin-5-yl]-4-piperidyl]carbamate